6-{4-[2-(1,2-oxazol-3-yl)pyrrolidin-1-yl]piperidin-1-yl}-2-azaspiro[3.3]heptane-2-carboxylic acid ethyl ester C(C)OC(=O)N1CC2(C1)CC(C2)N2CCC(CC2)N2C(CCC2)C2=NOC=C2